(6aR)-8-acryloyl-4-chloro-3-(2-fluoro-6-hydroxyphenyl)-1-(2-(hydroxymethyl)-2-methylmorpholino)-6,6a,7,8,9,10-hexahydro-12H-pyrazino[2,1-c]pyrido[3,4-f][1,4]oxazepin-12-one C(C=C)(=O)N1C[C@@H]2COC3=C(C(N2CC1)=O)C(=NC(=C3Cl)C3=C(C=CC=C3O)F)N3CC(OCC3)(C)CO